CN1[C@H]2CCC[C@@H]1[C@H](C2)C2=CC=CC=C2 (1S,5R,6R)-8-methyl-6-phenyl-8-azabicyclo[3.2.1]octane